FC(C(=O)[O-])OC1=C(C(=C(C(=C1)C)CC1=CC=C2C(=N1)C(=CN2S(=O)(=O)C2=CC=C(C)C=C2)C(C)C)C)C 2-fluoro-2-(4-((3-isopropyl-1-tosyl-1H-pyrrolo[3,2-b]pyridin-5-yl)methyl)-2,3,5-trimethylphenoxy)acetate